FC1(CCC(CC1)[C@H](NC(=O)C1=CC=NN1C(C)C)C=1OC2=C(N1)C=C(C=C2)[C@@H](COC)N2C(N[C@@H](C2)C(F)(F)F)=O)F N-((S)-(4,4-difluorocyclohexyl)(5-((S)-2-methoxy-1-((S)-2-oxo-4-(trifluoro-methyl)imidazolidin-1-yl)ethyl)benzo[d]oxazol-2-yl)methyl)-1-isopropyl-1H-pyrazole-5-carboxamide